COC[C@]1(N2[C@@H](C[C@@H](C1=O)CC2)C)COP(=O)(OC[C@@]2(N1[C@@H](CC(C2=O)CC1)C)COC)N[C@@H](CC1=CC=CC=C1)C(=O)OC(C)C isopropyl ((((1R,2S,4S,6R)-2-(methoxymethyl)-6-methyl-3-oxoquinuclidin-2-yl)methoxy)(((2S,6R)-2-(methoxymethyl)-6-methyl-3-oxoquinuclidin-2-yl)methoxy)phosphoryl)-L-phenylalaninate